1-amino-4-(4-((5-fluoro-2-methoxybenzamido)methyl)phenyl)-2-(tetrahydro-2H-pyran-3-yl)-1H-imidazole-5-carboxamide NN1C(=NC(=C1C(=O)N)C1=CC=C(C=C1)CNC(C1=C(C=CC(=C1)F)OC)=O)C1COCCC1